3-(6-butyl-3-(4-methoxyphenyl)pyrazin-2-yl)-3-azabicyclo[3.1.0]hexane-6-carboxylic acid methyl ester COC(=O)C1C2CN(CC12)C1=NC(=CN=C1C1=CC=C(C=C1)OC)CCCC